2-{1-[2-(2,6-dioxopiperidin-3-yl)-1,3-dioxo-2,3-dihydro-1H-isoindol-4-yl]pyrrolidin-3-yl}acetic acid O=C1NC(CCC1N1C(C2=CC=CC(=C2C1=O)N1CC(CC1)CC(=O)O)=O)=O